2,6-dimethyl-3-benzazocine CC1=CC2=C(C(=CC=N1)C)C=CC=C2